3-Bromo-2-iodopyrazolo[1,5-a]pyrazin-4(5H)-one BrC=1C(=NN2C1C(NC=C2)=O)I